3-(2-(bis(methyl-d3)amino)ethyl-1,1,2,2-d4)-1H-indol C([2H])([2H])([2H])N(C(C([2H])([2H])C1=CNC2=CC=CC=C12)([2H])[2H])C([2H])([2H])[2H]